(E)-2-cyano-N-(5-(2-(4,4-difluorocyclohexyl)vinyl)-6-methoxypyridin-3-yl)-2-methylpropan-1-sulfonamide C(#N)C(CS(=O)(=O)NC=1C=NC(=C(C1)\C=C\C1CCC(CC1)(F)F)OC)(C)C